keto-fluoroprostenol O=C(C=C(O)F)CCCC[C@H]1CCC[C@@H]1CCCCCCCC